COC1=C(CNN)C(=CC(=C1)OC)OC 2,4,6-trimethoxybenzyl-hydrazine